N1C=NC2=C1C=C(C=C2)C(=O)O 1H-benzo[d]imidazol-6-carboxylic acid